8-(6-(3-(trifluoromethyl)-1,2,4-oxadiazol-5-yl)-6-azabicyclo[3.2.1]oct-3-yl)-1-oxa-3,8-diazaspiro[4.5]decan-2-one FC(C1=NOC(=N1)N1C2CC(CC(C1)C2)N2CCC1(CNC(O1)=O)CC2)(F)F